N1CCSCC1 thiomorpholine